COC=1C(=CC2=C(C3=C(C=CO3)C=C2C1)C1=CC=C(C=C1)N(C)CCOC)OC 6,7-dimethoxy-9-(4-((2-methoxyethyl)(methyl)amino)phenyl)naphtho[2,3]furan